C1(CC1)COC1=C(OC23CN(CC(CC2)C3)C=3N=NC(=CC3)C(F)(F)F)C=CC(=C1)C(F)(F)F (2-cyclopropylmethoxy-4-trifluoromethyl-phenoxy)-3-(6-trifluoromethyl-pyridazin-3-yl)-3-aza-bicyclo[3.2.1]octane